C(C)(C)(C)OC(=O)N([C@@H](CC1=CNC=N1)C(=O)O)C(=O)OC(C)(C)C bis(t-butoxycarbonyl)-L-histidine